1,3-diaminoformylurea NC(=O)NC(=O)NC(=O)N